tert-Butyl 4-(4-chloroquinolin-7-yl)piperazine-1-carboxylate ClC1=CC=NC2=CC(=CC=C12)N1CCN(CC1)C(=O)OC(C)(C)C